(5S)-5-{[(tertbutyldimethylsilyl)oxy]methyl}-3-(5-{[2-chloro-6-(trifluoromethyl)phenyl]methoxy}pyridin-2-yl)-1,3-oxazolidin-2-one C(C)(C)(C)[Si](OC[C@@H]1CN(C(O1)=O)C1=NC=C(C=C1)OCC1=C(C=CC=C1C(F)(F)F)Cl)(C)C